BrC(=CC1=CC=C(C#N)C=C1)Br 4-(2,2-Dibromovinyl)benzonitrile